2,3-dihydro-4-quinolinone N1CCC(C2=CC=CC=C12)=O